C1(CC1)C=1C=C(C(N(C1)[C@@H]1C[C@H](C1)C#N)=O)N=C=S trans-3-(5-cyclopropyl-3-isothiocyanato-2-oxopyridin-1(2H)-yl)cyclobutane-1-carbonitrile